di-(methyl octyl) phosphate P(=O)(OC(CCCCCCC)C)(OC(CCCCCCC)C)[O-]